C(C)[C@H]1N(C[C@@H](NC1)CC)C(C)C1=NC2=NC=CC=C2C=C1 2-(1-((2R,5S)-2,5-diethylpiperazin-1-yl)ethyl)-1,8-naphthyridine